5-ethenyl-N-[3-fluoro-4-[[6-methoxy-7-(2-methoxyethoxy)-1,5-naphthyridin-4-yl]oxy]phenyl]-1-(4-fluorophenyl)-4,6-dimethyl-2-oxopyridine-3-carboxamide C(=C)C=1C(=C(C(N(C1C)C1=CC=C(C=C1)F)=O)C(=O)NC1=CC(=C(C=C1)OC1=CC=NC2=CC(=C(N=C12)OC)OCCOC)F)C